(benzotriazol-1-yl-oxy)tri-pyrrolidino-phosphonium hexafluorophosphate F[P-](F)(F)(F)(F)F.N1(N=NC2=C1C=CC=C2)O[P+](N2CCCC2)(N2CCCC2)N2CCCC2